tert-Butyl N-[(1S)-1-[[(3-amino-3-oxo-propyl)-(2-fluoroacetyl)amino]carbamoyl]-3-methyl-butyl]carbamate NC(CCN(C(CF)=O)NC(=O)[C@H](CC(C)C)NC(OC(C)(C)C)=O)=O